C(C)OC(\C=C\OC1=CC2=C(N(CC(CS2(=O)=O)(CC)CCCC)C2=CC=CC=C2)C=C1Cl)=O.CC(C=O)(C)C methyl-tertiary butanone Ethyl-(E)-3-((3-butyl-7-chloro-3-ethyl-1,1-dioxido-5-phenyl-2,3,4,5-tetrahydro-1,5-benzothiazepin-8-yl)oxy)acrylate